4-ethynyl-1-methyl-1H-pyrazol-5-d C(#C)C=1C=NN(C1[2H])C